(3S,4R)-4-((5-fluoro-4-(4-isopropyl-3-((((R)-tetrahydrofuran-3-yl)amino)methyl)quinolin-6-yl)pyrimidin-2-yl)amino)tetrahydro-2H-pyran-3-ol FC=1C(=NC(=NC1)N[C@H]1[C@@H](COCC1)O)C=1C=C2C(=C(C=NC2=CC1)CN[C@H]1COCC1)C(C)C